O=C1NC2=CC=C(C=C2C1=C(C)C)S(=O)(=O)N 2-oxo-3-(propan-2-ylidene)indoline-5-sulfonamide